O=C1NC(CCC1N1C(C2=CC(=C(C=C2C1)N1CCC(CC1)C=O)F)=O)=O 1-(2-(2,6-dioxopiperidin-3-yl)-6-fluoro-1-oxoisoindolin-5-yl)piperidine-4-carbaldehyde